N,N-dimethylmorpholin-4-thiocarboxamide CN(C(=S)N1CCOCC1)C